4-(6-bromo-5-nitro-1H-indazol-1-yl)-2-methylbutan-2-ol BrC1=C(C=C2C=NN(C2=C1)CCC(C)(O)C)[N+](=O)[O-]